ClC=1C=C(C=NC1C1=NC=NC=C1F)NC(=O)[C@@H]1C[C@@](C2=C1C=NC=1N2N=C(C1)F)(C)C=1C=NN(C1)C(F)F trans-N-(5-chloro-6-(5-fluoropyrimidin-4-yl)pyridin-3-yl)-8-(1-(difluoromethyl)-1H-pyrazol-4-yl)-2-fluoro-8-methyl-7,8-dihydro-6H-cyclopenta[e]pyrazolo[1,5-a]pyrimidine-6-carboxamide